(R)-2-((1-(5-chloro-6-oxo-1,6-dihydropyridazin-4-yl)pyrrolidin-3-yl)oxy)-6-(pyrrolidin-1-yl)isonicotinonitrile ClC1=C(C=NNC1=O)N1C[C@@H](CC1)OC=1C=C(C#N)C=C(N1)N1CCCC1